CN1CC([C@H](CC1)C1=C(C=C(C=C1OC)OC)OC)=O |r| (±)-1-methyl-4-(2,4,6-trimethoxyphenyl)piperidin-3-one